FC(CN1N=CC=2C1=NC(=CN2)N2CCC1(CC(N(C1)CC=1SC=C(N1)C)=O)CC2)F 8-[1-(2,2-difluoroethyl)-1H-pyrazolo[3,4-b]pyrazin-6-yl]-2-[(4-methyl-1,3-thiazol-2-yl)methyl]-2,8-diazaspiro[4.5]decan-3-one